C1(CCCCC1)CC1COCC(N1)=O 5-(Cyclohexylmethyl)morpholin-3-one